(2R)-N-(4-(tert-butyl)phenyl)-N-(2-(4-methylpiperazin-1-yl)-2-oxo-1-(pyridin-3-yl)ethyl)pyrrolidine-2-carboxamide C(C)(C)(C)C1=CC=C(C=C1)N(C(=O)[C@@H]1NCCC1)C(C(=O)N1CCN(CC1)C)C=1C=NC=CC1